5-[2-hydroxy-3-(o-tolylamino)propyl]-1,3,4-oxadiazol-2(3H)-one OC(CC1=NNC(O1)=O)CNC1=C(C=CC=C1)C